[Zn].[Cu].NCC(=O)O glycine copper-zinc